C(C(C)C)NC(=O)C1=CC2=CC=CC(=C2C=C1)C=1C=C2C(=NC1)C(N(C2)C)=O N-isobutyl-5-(6-methyl-7-oxo-6,7-dihydro-5H-pyrrolo[3,4-b]pyridin-3-yl)-2-naphthamide